C(C)(C)(C)OC(CC[C@@H](C(=O)N)N1C(C2=CC=C(C=C2C1)C[C@@H]1[C@H](CCCC1)NC1CCC(CC1)OC(F)F)=O)=O.C(C(C(C(C([2H])([2H])[2H])([2H])[2H])([2H])[2H])([2H])[2H])(=O)O Pentanoic acid-d9 tert-butyl-(S)-5-amino-4-(5-(((1R,2S)-2-((4-(difluoromethoxy)cyclohexyl)amino)cyclohexyl)methyl)-1-oxoisoindolin-2-yl)-5-oxopentanoate